FC(C(=O)O)(F)F.NCC1=C(C=CC=C1)C=1N(C(NN1)=O)C 5-[2-(aminomethyl)phenyl]-4-methyl-2H-1,2,4-triazol-3-one trifluoroacetic acid salt